N1=C(C=C2N1C=CC=C2)C=O pyrazolo[1,5-a]pyridinal